2-(7-methoxynaphthalen-1-yl)ethanamine hydrochloride Cl.COC1=CC=C2C=CC=C(C2=C1)CCN